(3,5-difluorophenyl)-6,7-difluoro-5'-hydroxy-spiro[indoline-3,1'-isoindoline]-2,3'-dione FC=1C=C(C=C(C1)F)N1C2(C3=CC=C(C=C3C1=O)O)C(NC1=C(C(=CC=C12)F)F)=O